ClC1=CC(=C2C(=N1)C1(OCC2)COCC1)OC1COC1 2'-chloro-4'-(oxetane-3-yloxy)-4,5,5',6'-tetrahydro-2H-spiro[furan-3,8'-pyrano[3,4-b]pyridine]